BrC1=CC(=C(S1)CO)F (5-bromo-3-fluoro-2-thienyl)methanol